C1(=CC=CC=C1)C1=CC(=CC(=C1)C=1C2=C(N=C(N1)Cl)OC1=C2C=CC=C1)C1=CC=CC=C1 4-([1,1':3',1''-terphenyl]-5'-yl)-2-chlorobenzofuro[2,3-d]pyrimidine